N1N=CC2=C1N=CC=C2C(=O)N2CC1(C2)CC(C1)N(C(=O)NC1=NC=NC(=C1)C(F)(F)F)C 1-(2-(1H-pyrazolo[3,4-b]pyridine-4-carbonyl)-2-azaspiro[3.3]heptan-6-yl)-1-methyl-3-(6-(trifluoromethyl)pyrimidin-4-yl)urea